tert-butyl-N-[1-[8-fluoro-6-(7-fluoro-2-methyl-indazol-5-yl)imidazo[1,2-a]pyridin-2-yl]-2-oxabicyclo[2.1.1]hexan-4-yl]-N-methyl-carbamate C(C)(C)(C)OC(N(C)C12COC(C1)(C2)C=2N=C1N(C=C(C=C1F)C1=CC3=CN(N=C3C(=C1)F)C)C2)=O